(2R,3S,5R)-5-(6-amino-2-fluoro-9H-purin-9-yl)-2-ethynyl-2-(hydroxymethyl)tetrahydrofuran-3-yl tert-butylcarbamate C(C)(C)(C)NC(O[C@@H]1[C@](O[C@H](C1)N1C2=NC(=NC(=C2N=C1)N)F)(CO)C#C)=O